3-(5-(1H-pyrazol-1-yl)pyrid-2-yl)-1-(2,6-difluorobenzyl)-5-((dimethyl-amino)methyl)-6-(4-aminophenyl)thieno[2,3-d]pyrimidine-2,4(1H,3H)-dione N1(N=CC=C1)C=1C=CC(=NC1)N1C(N(C2=C(C1=O)C(=C(S2)C2=CC=C(C=C2)N)CN(C)C)CC2=C(C=CC=C2F)F)=O